P(OC1=CC=CC=C1)(OC1=CC=CC=C1)OC1=CC=CC=C1 trisphenyl phosphite